2-methyl-8-oxa-2-azaspiro[4.5]decane-3-carboxylic acid CN1CC2(CC1C(=O)O)CCOCC2